N[C@@H](C(=O)N[C@H](C(=O)NCOCC(=O)O)CO)C(C)C 2-(((S)-2-((R)-2-amino-3-methylbutanamido)-3-hydroxypropanamido)methoxy)acetic acid